C1=CC=CC=2S(C3=C(C21)C=CC=C3)(=O)=O dibenzothiophene-5,5-dioxide